FC=1C=C(C=CC1)N1CCCCC1 1-(3-fluorophenyl)piperidin